C(CCCCCC(C)C)OC(C=1C(C(=O)OCCCCCCC(C)C)=CC=CC1)=O Di-Isononylphthalat